C(C1=CC=CC=C1)OC=1C=NC(=NC1)N1CC2C(C1)CN(C2)C=O (5-(5-(benzyloxy)pyrimidin-2-yl)hexahydropyrrolo[3,4-c]pyrrol-2(1H)-yl)methanone